NC=1SC(=CN1)\C(\C(=O)ON1C(CCC1=O)=O)=N\OC(C(=O)OC(C)(C)C)(C)C tert-Butyl (E)-2-(((1-(2-aminothiazol-5-yl)-2-((2,5-dioxopyrrolidin-1-yl)oxy)-2-oxoethylidene)amino)oxy)-2-methylpropanoate